C[C@@H]1N(CC1)C=1N=C(C2=C(N1)CCC2)C2=CC1=C(CNS1(=O)=O)C=C2 (S)-6-(2-(2-methylazetidin-1-yl)-6,7-dihydro-5H-cyclopenta[d]pyrimidin-4-yl)-2,3-dihydrobenzo[d]isothiazole 1,1-dioxide